ClC1=NC(=CC(=C1)C1(CCC1)C#N)Cl 1-(2,6-dichloropyridin-4-yl)cyclobutanecarbonitrile